NC=1C(=NC(=NC1)Cl)NCC1=CC=C(C=C1)N1N=C(C=C1C)C(C)(C)O 2-[1-(4-[[(5-amino-2-chloropyrimidin-4-yl)amino]methyl]phenyl)-5-methylpyrazol-3-yl]propan-2-ol